C(CCCCCCC\C=C/CCCCCCCC)(=O)NC(C)=O N-oleoyl-ethanoamide